(2S,4r)-1-[(2S)-2-(4-cyclopropyl-triazol-1-yl)-3,3-dimethyl-butyryl]-N-[(3,3-dimethyl-5-oxo-pyrrolidin-2-yl)methyl]-4-hydroxy-pyrrolidine-2-carboxamide C1(CC1)C=1N=NN(C1)[C@H](C(=O)N1[C@@H](C[C@H](C1)O)C(=O)NCC1NC(CC1(C)C)=O)C(C)(C)C